(3S)-3-pyrazin-2-yl-isoxazolidine-2-carboxylic acid tert-butyl ester C(C)(C)(C)OC(=O)N1OCC[C@H]1C1=NC=CN=C1